FC(C(F)(F)F)OC(F)(F)F Trifluoromethyl 1,2,2,2-tetrafluoroethyl ether